S1C(SCC=C1)C=1C=C(C=C(C1OCC1=CC=C(C=C1)OC)F)NC(=O)NC1=CC=C(C=C1)F 1-(3-(1,3-dithiin-2-yl)-5-fluoro-4-(4-methoxyphenylmethyloxy)phenyl)-3-(4-fluorophenyl)urea